(2R)-2-(benzyloxycarbonylamino)-3-isopropoxy-propanoic acid C(C1=CC=CC=C1)OC(=O)N[C@@H](C(=O)O)COC(C)C